6-chloro-5-fluoro-7-nitro-3,4-dihydroisoquinolin-1(2H)-one ClC=1C(=C2CCNC(C2=CC1[N+](=O)[O-])=O)F